N-(2-(1-methyl-1H-imidazol-5-yl)ethyl)pyrazolo[1,5-a]pyrimidine-3-carboxamide CN1C=NC=C1CCNC(=O)C=1C=NN2C1N=CC=C2